C(#N)C1=CC(=CC2=C1SC(=C2)C(=O)O)OC(C)C 7-Cyano-5-isopropoxybenzo[b]thiophene-2-carboxylic acid